6-bromo-4-(2-fluorocyclopropoxy)-2-(4-methoxybenzyl)phthalazin BrC=1C=C2C(=NN(CC2=CC1)CC1=CC=C(C=C1)OC)OC1C(C1)F